(S)-3-hydroxypentanoyl-CoA O[C@H](CC(=O)SCCNC(CCNC([C@@H](C(COP(OP(OC[C@@H]1[C@H]([C@H]([C@@H](O1)N1C=NC=2C(N)=NC=NC12)O)OP(=O)(O)O)(=O)O)(=O)O)(C)C)O)=O)=O)CC